benzyl (9R)-9-[({(1R)-1-[1-benzyl-4-(2,5-difluorophenyl)-1H-pyrrol-2-yl]-2,2-dimethylpropyl}amino)methyl]-2,2-dimethyl-6,11-dioxo-5-oxa-7,10-diaza-2-silatetradecan-14-oate C(C1=CC=CC=C1)N1C(=CC(=C1)C1=C(C=CC(=C1)F)F)[C@@H](C(C)(C)C)NC[C@H](CNC(OCC[Si](C)(C)C)=O)NC(CCC(=O)OCC1=CC=CC=C1)=O